ethylphenoxymethacrylate C(C)C(=C(C(=O)[O-])C)OC1=CC=CC=C1